C(C)(C)(C)OC(C(CCC(=O)O)N1CCN(CCN(CCN(CC1)CC(OC(C)(C)C)=O)CC(OC(C)(C)C)=O)CC(=O)OC(C)(C)C)=O 5-(tert-butoxy)-5-oxo-4-{4,7,10-tris[2-(tert-butoxy)-2-oxoethyl]-1,4,7,10-tetraazacyclododecan-1-yl}pentanoic acid